C(C)N(C1=CC=C(C=C1)C1=NC(=NC(=N1)N1N=CC=C1)N1N=CC=C1)CC 2-(N,N-diethylaniline-4-yl)-4,6-bis(pyrazol-1-yl)-1,3,5-triazine